1-cyclopentyl-6-methoxy-2-methyl-5-(3-(pyrrolidin-1-yl)propoxy)-1H-benzo[d]imidazole C1(CCCC1)N1C(=NC2=C1C=C(C(=C2)OCCCN2CCCC2)OC)C